(S)-N-[(1S)-5-bromo-7-fluoro-2,3-dihydro-1H-inden-1-yl]-2-methylpropane-2-sulfinamide BrC=1C=C2CC[C@@H](C2=C(C1)F)N[S@@](=O)C(C)(C)C